C(CCC(=O)OCC)(=O)OC(C)OC([C@H](CC1=CC(=CC=C1)S(=O)(=O)C)NC(=O)C=1C(=C2CCN(CC2=CC1Cl)C(=O)C1=CC2=C(C=CO2)C=C1)Cl)=O 1-(((S)-2-(2-(Benzofuran-6-carbonyl)-5,7-dichloro-1,2,3,4-tetrahydroisoquinoline-6-carboxamido)-3-(3-(methylsulfonyl)phenyl)propanoyl)oxy)ethyl ethyl succinate